tantalum-rhodium [Rh].[Ta]